methyl-pentadecene CC=CCCCCCCCCCCCCC